FC1=C(OC2=CC=NC3=CC(=C(C=C23)OC)OCC2=CC=C(C=C2)OC)C=CC(=C1)[N+](=O)[O-] 4-(2-fluoro-4-nitrophenoxy)-6-methoxy-7-((4-methoxybenzyl)oxy)quinoline